5-carboxy-2,3,3-trimethyl-1-ethyl-3H-indole C(=O)(O)C=1C=C2C(C(N(C2=CC1)CC)C)(C)C